ClC1=NC=CC(=N1)C1=NC=CC(=N1)C#CC=1C=C2C=NN(C2=C(C1)F)C(=O)OC(C)(C)C tert-butyl 5-((2'-chloro-[2,4'-bipyrimidin]-4-yl)ethynyl)-7-fluoro-1H-indazole-1-carboxylate